[Si](C1=CC=CC=C1)(C1=CC=CC=C1)(C(C)(C)C)OC1C(COC1)(C)N1CCC(CC1)C=1C=C2C=C(N=CC2=CC1F)NC(=O)C1CC12CCOCC2 N-(6-(1-(4-((tert-butyldiphenylsilyl)oxy)-3-methyltetrahydrofuran-3-yl)piperidin-4-yl)-7-fluoroisoquinolin-3-yl)-6-oxaspiro[2.5]octane-1-carboxamide